ClC1=C(C=CC=C1Cl)N1[C@H]2CN([C@@H](C1)C2)CC=2C=C1C(N(C(C1=CC2)=O)C2C(NC(CC2)=O)=O)=O 5-(((1R,4R)-5-(2,3-dichlorophenyl)-2,5-diazabicyclo[2.2.1]heptane-2-yl)methyl)-2-(2,6-dioxopiperidin-3-yl)isoindoline-1,3-dione